ClC=1C(=NC(=NC1)NC=1C(=NN(C1)C)OC)C1=C(NC2=CC=CC=C12)NC(=O)[C@@H]1NCCC1 (R)-N-(3-(5-chloro-2-((3-methoxy-1-methyl-1H-pyrazol-4-yl)amino)pyrimidin-4-yl)-1H-indol-2-yl)pyrrolidine-2-carboxamide